3-pentyldecyl 7-((3-(1H-imidazol-1-yl)propyl)(7-oxo-7-((3-pentyldecyl)oxy)-heptyl)amino)-6-hydroxyheptanoate N1(C=NC=C1)CCCN(CC(CCCCC(=O)OCCC(CCCCCCC)CCCCC)O)CCCCCCC(OCCC(CCCCCCC)CCCCC)=O